O=C1NC2=CC=CC=C2C=C1C(=O)N 2-oxo-1,2-dihydro-3-quinolinecarboxamide